C(C)O[SiH](NC(C)(C)C)OCC Diethoxy(t-butylamino)silane